2,7-bis(alpha-hydroxybenzyl)-9-phenylacridine OC(C1=CC=CC=C1)C1=CC2=C(C3=CC(=CC=C3N=C2C=C1)C(C1=CC=CC=C1)O)C1=CC=CC=C1